The molecule is a diamine that is 1,2-phenylenediamine carrying a methyl substituent at position 4 and a 3-phenylpropyl substituent at position N1. It has a role as a NF-kappaB inhibitor. It is a diamine and a substituted aniline. It derives from a 1,2-phenylenediamine. CC1=CC(=C(C=C1)NCCCC2=CC=CC=C2)N